O1C(=CC2=C1C=CC=C2)C=2C=CC=C(C(=C)C(F)(F)F)C2 5-benzofuranyl-α-trifluoromethylstyrene